2-(4-(((4-(4-bromophenyl)-5-oxo-4,5-dihydro-1H-1,2,4-triazol-1-yl)methyl)thio)-2-fluorophenoxy)acetic acid BrC1=CC=C(C=C1)N1C=NN(C1=O)CSC1=CC(=C(OCC(=O)O)C=C1)F